(4S,5R)-5-(3-bromophenoxy)-4-[(tert-butoxycarbonyl)amino]hexanoic acid BrC=1C=C(O[C@@H]([C@H](CCC(=O)O)NC(=O)OC(C)(C)C)C)C=CC1